OC1=C(C=CC=C1)C=1C=C2C(=NN1)NC[C@@H]1N2CCN(C1)C1CN(CC1)C(=O)OC(C)(C)C tert-butyl 3-((S)-2-(2-hydroxyphenyl)-5,6,6a,7,9,10-hexahydro-8H-pyrazino[1',2':4,5]pyrazino[2,3-c]pyridazin-8-yl)pyrrolidine-1-carboxylate